2-(2-(Cyclohept-1-en-1-yl)-6-(1,4-diazepan-1-yl)-5-ethyl-7-oxo-[1,2,4]triazolo[1,5-a]pyrimidin-4(7H)-yl)-N-(4-(pentafluoro-λ6-sulfanyl)phenyl)acetamide C1(=CCCCCC1)C1=NN2C(N(C(=C(C2=O)N2CCNCCC2)CC)CC(=O)NC2=CC=C(C=C2)S(F)(F)(F)(F)F)=N1